C12(C(CCCC1)O2)CC21C(CC(CC2)C(=O)O)O1 4-epoxycyclohexylmethyl-3,4-epoxycyclohexylcarboxylic acid